FC(S(=O)(=O)N(S(=O)(=O)C(F)(F)F)C1=CC=CC=C1)(F)F 1,1,1-trifluoro-N-phenyl-N-((tri-fluoromethyl)sulfonyl)methanesulfonamide